bisphenol a phthalate C(C=1C(C(=O)O)=CC=CC1)(=O)O.OC1=CC=C(C=C1)C(C)(C)C1=CC=C(C=C1)O